CC(C(=O)O)C 2-methyl-propionoic acid